C(C(=C)CC(=O)O)(=O)O.CCCCCCCCCCCCCCCCCCCC monoeicosane itaconate